Cl.FC1=C(C=C(C=C1C)N1N=C2C([C@@H](NCC2)C)=C1N1C(N(C=C1)C1=CC2=C(N=S(CC2)(=O)C)C=C1)=O)C 6-{3-[(4S)-2-(4-fluoro-3,5-dimethylphenyl)-4-methyl-4,5,6,7-tetrahydropyrazolo[4,3-c]pyridin-3-yl]-2-oxoimidazol-1-yl}-2-methyl-3,4-dihydro-2λ6-benzo[c][1,2]thiazin-2-one HCl salt